COC=1C=C(CN2C[C@@H](C=C3C4=C5C(C[C@@H]23)=CNC5=CC=C4)C(=O)N4CCCC4)C=CC1 ((6aR,9R)-7-(3-methoxybenzyl)-4,6,6a,7,8,9-hexahydroindolo[4,3-fg]quinolin-9-yl)(pyrrolidin-1-yl)methanone